(S)-4-(5-(3-((2-((S)-3-carboxybutyl)-6-methoxybenzo[b]thiophen-5-yl)oxy)propoxy)-4-fluoro-6-methoxybenzo[b]thiophen-2-yl)-2-methyl-4-oxobutanoic acid C(=O)(O)[C@H](CCC1=CC2=C(S1)C=C(C(=C2)OCCCOC2=C(C1=C(SC(=C1)C(C[C@@H](C(=O)O)C)=O)C=C2OC)F)OC)C